1,3,5-tris(2-hydroxypropyl)cyanuric acid OC(CN1C(=O)N(C(=O)N(C1=O)CC(C)O)CC(C)O)C